tert-butyl 4-(4-(4-amino-2-ethyl-1H-imidazo[4,5-c]quinolin-1-yl)butylcarbamoyl)phenethylcarbamate NC1=NC=2C=CC=CC2C2=C1N=C(N2CCCCNC(=O)C2=CC=C(CCNC(OC(C)(C)C)=O)C=C2)CC